ClC1=CC(=C(C=C1)C1=NC(=CC(=N1)N)N1C[C@@H](OCC1)C=1C=NN(C1)C)F (s)-2-(4-chloro-2-fluorophenyl)-6-(2-(1-methyl-pyrazol-4-yl)morpholino)pyrimidin-4-amine